3-methyl-5,6-dihydroxyindole CC1=CNC2=CC(=C(C=C12)O)O